BrCC(C(CCOCCOC(C)C)C=1C(=C(C=CC1)CCC(=O)OCC)F)=O ethyl 3-(3-(1-bromo-5-(2-isopropoxyethoxy)-2-oxopentan-3-yl)-2-fluorophenyl)propanoate